2-[6-[(2S)-2-(hydroxymethyl)morpholin-4-yl]pyridazin-3-yl]-3-methyl-5-(trifluoromethoxy)phenol OC[C@@H]1CN(CCO1)C1=CC=C(N=N1)C1=C(C=C(C=C1C)OC(F)(F)F)O